ClC=1C(=C(CN2[C@@H](C[C@@](CC2)(C(=O)O)CC2=NC(=CC=C2Cl)NC2=NNC(=C2)C)C)C=CC1)F (2R,4R)-1-(3-chloro-2-fluorobenzyl)-4-((3-chloro-6-((5-methyl-1H-pyrazol-3-yl)amino)-pyridin-2-yl)methyl)-2-methylpiperidine-4-carboxylic acid